COC[C@H](C(N[C@@H](CCOC1=CC=CC=C1)B1OC(C(O1)(C)C)(C)C)=O)NC(C1=CN=CC=C1)=O N-((R)-3-methoxy-1-oxo-1-(((R)-3-phenoxy-1-(4,4,5,5-tetramethyl-1,3,2-dioxaborolan-2-yl)propyl)amino)propan-2-yl)nicotinamide